C(C)(C)(C)OC(=O)N1C(OC[C@@H]1C1=CC(=C(C=C1)Cl)C1=NC=CC(=N1)OC)(C)C (S)-4-(4-chloro-3-(4-methoxypyrimidin-2-yl)phenyl)-2,2-dimethyloxazolidine-3-carboxylic acid tert-butyl ester